N1CC(CC1)C1=NC=CC=C1C(=O)N 2-pyrrolidin-3-yl-pyridine-3-carboxamide